C(C)(=O)C1=C(C2=C(N=C(N=C2)NC2=NC=C(C=C2)N2CCNCC2)N(C1=O)C1CCCC1)C 6-acetyl-8-cyclopentyl-5-methyl-2-[(5-piperazin-1-yl-2-pyridyl)amino]pyrido[2,3-d]pyrimidin-7-one